3-[4-amino-5-(trifluoromethyl)pyrrolo[2,1-f][1,2,4]triazin-7-yl]-N-[(3S)-1-benzylpyrrolidin-3-yl]benzamide NC1=NC=NN2C1=C(C=C2C=2C=C(C(=O)N[C@@H]1CN(CC1)CC1=CC=CC=C1)C=CC2)C(F)(F)F